3-Fluoro-2-(2-methoxy-4-(2H-1,2,3-triazol-2-yl)phenyl)-7-(2,2,6,6-tetramethyl-1,2,3,6-tetrahydropyridin-4-yl)imidazo[1,2-a]pyrimidine FC1=C(N=C2N1C=CC(=N2)C=2CC(NC(C2)(C)C)(C)C)C2=C(C=C(C=C2)N2N=CC=N2)OC